pyrrolidine-1-carboxylic acid hydrazide N1(CCCC1)C(=O)NN